5-chloro-7-[2-fluoro-4-(trifluoromethyl)phenyl]-2-[(3S)-3-methoxypyrrolidin-1-yl]thiazolo[4,5-d]pyrimidine ClC=1N=C(C2=C(N1)N=C(S2)N2C[C@H](CC2)OC)C2=C(C=C(C=C2)C(F)(F)F)F